FC(C1=NC=C(C=N1)OCC=O)(F)F 2-((2-(trifluoromethyl)pyrimidin-5-yl)oxy)ethan-1-one